nickel hydroxide nickel-iron [Fe].[Ni].[Ni](O)O